C1(CC1)[C@@H](N1C(C2=CC=CC=C2C1=O)=O)C1=CC=C2C(=N1)N=CN2COCC[Si](C)(C)C (R)-2-(Cyclopropyl(1-((2-(trimethylsilyl)ethoxy)methyl)-1H-imidazo[4,5-b]pyridin-5-yl)methyl)isoindoline-1,3-dione